S1C(=NN=C1)C1=C(C=CC=C1)S(=O)(=O)N 1,3,4-thiadiazol-2-yl-benzenesulfonamide